CO[S@@](=O)C1=CC=CC=C1 (R)-Benzenesulfinic acid methyl ester